(E)-2-(2-(2-hydroxy-5-methylphenyl)-2-(4-methylphenyl)vinyl)-pyridine OC1=C(C=C(C=C1)C)/C(=C/C1=NC=CC=C1)/C1=CC=C(C=C1)C